3-(3-chlorophenoxy)-6-methylpyridazine-4-carboxylic acid ClC=1C=C(OC=2N=NC(=CC2C(=O)O)C)C=CC1